2,3,4,5-tetrafluoro-N,N-dimethyl-6-(pyridin-2-ylamino)benzenesulfonamide FC1=C(C(=C(C(=C1F)F)F)NC1=NC=CC=C1)S(=O)(=O)N(C)C